(±)-cyclohexane-1,2-diamine C1(C(CCCC1)N)N